(R)-N-(3-(1-(4-Methyl-4H-1,2,4-triazol-3-yl)propan-2-yl)phenyl)pyrazolo[1,5-a]pyrimidine-3-carboxamide CN1C(=NN=C1)C[C@@H](C)C=1C=C(C=CC1)NC(=O)C=1C=NN2C1N=CC=C2